C(=O)C=1C=C(C=CC1)C1(CC=2C3=C(NC2C=C1)N=CN=C3N[C@@H]3CC[C@H](CC3)N3CCOCC3)C3=CC=NC=C3 6-(3-formylphenyl)-N-(trans-4-morpholinocyclohexyl)-6-(pyridin-4-yl)-9H-pyrimido[4,5-b]indol-4-amine